3-((3-acrylamidopropyl)dimethylammonio)propane-1-sulfonate C(C=C)(=O)NCCC[N+](CCCS(=O)(=O)[O-])(C)C